5-methoxy-4-[rac-(E)-2-[4-(trifluoromethyl)cyclohexyl]vinyl]pyridine-2-carboxamide COC=1C(=CC(=NC1)C(=O)N)\C=C\C1CCC(CC1)C(F)(F)F